amino-5-chloro-2-fluoro-N-1,3-thiazol-2-ylbenzenesulfonamide NC=1C(=C(C=C(C1)Cl)S(=O)(=O)NC=1SC=CN1)F